The molecule is a lipid hydroperoxide, obtained by the formal substitution of a hydrogen at position 9 of (10E,12Z,15Z)-octadeca-10,12,15-trienoic acid by a hydroperoxy group. It is a conjugate acid of a (10E,12Z,15Z)-9-hydroperoxyoctadeca-10,12,15-trienoate. CC/C=C\\C/C=C\\C=C\\C(CCCCCCCC(=O)O)OO